di-tert-butyl (5-(4,4,5,5-tetramethyl-1,3,2-dioxaborolan-2-yl)benzene-1,3-diyl)biscarbamate CC1(OB(OC1(C)C)C=1C=C(C=C(C1)NC(OC(C)(C)C)=O)NC(OC(C)(C)C)=O)C